FC1=CC=2N(C=C1)C(=CN2)C2=C1CNC(C1=C(C=C2)NC2=NC=C(C=C2)N2CCOC[C@@H](C2)C(C)(C)O)=O (R)-4-(7-fluoro-imidazo[1,2-a]pyridin-3-yl)-7-((5-(6-(2-hydroxypropan-2-yl)-1,4-oxazepan-4-yl)pyridin-2-yl)amino)isoindolin-1-one